CC1=NC2=CC=C(C=C2C=C1)C=1N=C(NC1)[C@H](C\C=C\CCC(=O)C=1OC=CN1)NC(OC(C)(C)C)=O (S,E)-tert-butyl (1-(4-(2-methylquinolin-6-yl)-1H-imidazol-2-yl)-7-(oxazol-2-yl)-7-oxohept-3-en-1-yl)carbamate